BrC=1C=CC=2N(C1)C=C(N2)[C@@H]2N(CCC2)C |o1:10| rel-(2R)-2-{6-bromoimidazo[1,2-a]pyridin-2-yl}-1-methylpyrrolidine